C(C)(C)(C)C1=CC=C(C=C1)C1=NC2=CC=CC(=C2C=C1C)NC(C=C)=O N-(2-(4-(tert-butyl)phenyl)-3-methylquinolin-5-yl)acrylamide